N-methyl-3-((6-(1-methyl-1H-pyrazol-4-yl)pyrazolo[1,5-a]pyrazin-4-yl)oxy)propan-1-amine hydrochloride Cl.CNCCCOC=1C=2N(C=C(N1)C=1C=NN(C1)C)N=CC2